COC1=CC=C(C=C1)C1=NOC(=N1)N1CCC(CC1)C(=O)NCC1CN(CC1)CC=1SC(=CC1)C 1-(3-(4-Methoxyphenyl)-1,2,4-oxadiazol-5-yl)-N-((1-((5-Methylthiophen-2-yl)methyl)pyrrolidin-3-yl)methyl)piperidin-4-carboxamid